(±)-Ethyl 3-amino-3-(pyrimidin-5-yl)propanoate N[C@H](CC(=O)OCC)C=1C=NC=NC1 |r|